(3S)-1-[3-[3-[2-methylsulfonyl-4-(trifluoromethyl)phenyl]-1-bicyclo[1.1.1]pentanoyl]azetidine-1-carbonyl]pyrrolidine-3-carboxamide CS(=O)(=O)C1=C(C=CC(=C1)C(F)(F)F)C12CC(C1)(C2)C(=O)C2CN(C2)C(=O)N2C[C@H](CC2)C(=O)N